O[C@@H](C(=O)C)C1=CC(=CC=C1)OC(C)=O R-1-hydroxy-1-(3-acetoxyphenyl)acetone